FC1C2=C(SC1(C)C)C=CC=C2 3-fluoro-2,2-dimethyl-2,3-dihydrobenzo[b]thiophene